ClC1(C(C1)(C)C1=CC=CC=C1)Cl (2,2-dichloro-1-methylcyclopropyl)-benzene